(2S)-1-acetyl-N-[(S)-phenyl[5-(propan-2-yl)pyridin-2-yl]methyl]pyrrolidine-2-carboxamide C(C)(=O)N1[C@@H](CCC1)C(=O)N[C@H](C1=NC=C(C=C1)C(C)C)C1=CC=CC=C1